BrC=1C=C(C=CC1)C(C(=O)O)(CCC(CCO)(C)C)C 2-(3-bromophenyl)-7-hydroxy-2,5,5-trimethylheptanoic acid